C(C=C)(=O)N1C(CN(CC1)C1=NC(=NC=2CC(CCC12)N1CCCC2=CC=CC=C12)OCCN1CCOCC1)CC#N 2-(1-acryloyl-4-(7-(3,4-dihydroquinolin-1(2H)-yl)-2-(2-morpholinoethoxy)-5,6,7,8-tetrahydroquinazolin-4-yl)piperazin-2-yl)acetonitrile